ClC=1C=C2C(=CC1)N(C(C21CCNCC1)=O)C1CC(C1)O 5-chloro-1-(3-hydroxycyclobutyl)-1,2-dihydrospiro[indole-3,4'-piperidin]-2-one